N1C=C(C2=CC=CC=C12)CC(CCCC)C=1C2=C(SC1C(=O)N)C=C(C=C2)N2CC(C2)(C)O (1-(1H-indol-3-yl)hexan-2-yl)-6-(3-hydroxy-3-methylazetidin-1-yl)benzo[b]thiophene-2-carboxamide